ClC=1C=C(C=CC1)[C@@H]1[C@H](C1)C(=O)NC1=NC=NC(=C1)NCC=1N=C2N(C=C(C=C2N2CC3N(CC2)CCC3)C3CC3)C1 (1S,2S)-2-(3-chlorophenyl)-N-(6-(((6-cyclopropyl-8-(hexahydropyrrolo[1,2-a]pyrazin-2(1H)-yl)imidazo[1,2-a]pyridin-2-yl)methyl)amino)pyrimidin-4-yl)cyclopropane-1-carboxamide